racemic-4-[2-(N-[(rac)-3,3-difluorocyclohexyl]anilino)-2-oxo-ethyl]-1-(2-pyridinyl)piperidine-4-carboxylic acid FC1(C[C@@H](CCC1)N(C1=CC=CC=C1)C(CC1(CCN(CC1)C1=NC=CC=C1)C(=O)O)=O)F |r|